FC(C=1C=C(CN2C=C(C3=CC=CC(=C23)Cl)/C=C(/C(=O)[O-])\C#N)C=C(C1)C(F)(F)F)(F)F (E)-3-(1-(3,5-bis(trifluoromethyl) benzyl)-7-chloro-1H-indol-3-yl)-2-cyanoacrylate